CC1=CC=CC(=N1)C1=NC=CC(=N1)NC1=NC(=NC=C1)NC=1SC=C(N1)C(=O)O 2-((4-((2-(6-methylpyridin-2-yl)pyrimidin-4-yl)amino)pyrimidin-2-yl)amino)thiazole-4-carboxylic acid